ClC1=NC(=CC=C1C=1CCN(CC1)CC=1C=NC=2C=C(C(NC2C1)=C=O)CC)C(=O)NC 2-chloro-1'-((7-ethyl-6-carbonyl-5,6-dihydro-1,5-naphthyridin-3-yl)methyl)-N-methyl-1',2',3',6'-tetrahydro-[3,4'-bipyridine]-6-carboxamide